FC(CN1C(=NC2=C1C=C(C=C2)C=2C(=CN1N=C(N=C(C12)OC)NC1CCC(CC1)(O)C)F)C)F (1S,4S)-4-((5-(1-(2,2-difluoroethyl)-2-methyl-1H-benzo[d]imidazol-6-yl)-6-fluoro-4-methoxypyrrolo[2,1-f][1,2,4]triazin-2-yl)amino)-1-methylcyclohexan-1-ol